3-((1-cyclopropyl-4,6-difluoro-1H-benzo[d]imidazol-5-yl)ethynyl)-1-((3S,5R)-5-(methoxymethyl)pyrrolidin-3-yl)-5-(methylamino)-1H-pyrazole-4-carboxamide hydrochloride Cl.C1(CC1)N1C=NC2=C1C=C(C(=C2F)C#CC2=NN(C(=C2C(=O)N)NC)[C@@H]2CN[C@H](C2)COC)F